FC1=C(C=CC(=C1)F)C1=C(C=CC=C1)C=1N=C2N(C=CC(=C2)C(=O)OC)C1C methyl 2-[2-(2,4-difluorophenyl)phenyl]-3-methyl-imidazo[1,2-a]pyridine-7-carboxylate